2-(2,6-dioxopiperidin-3-yl)-N-((S)-1-(4-fluorophenyl)-2-methylpropyl)-1-oxoisoindoline-5-carboxamide O=C1NC(CCC1N1C(C2=CC=C(C=C2C1)C(=O)N[C@@H](C(C)C)C1=CC=C(C=C1)F)=O)=O